(2S)-2-[[(E)-3-(furan-2-yl)prop-2-enoyl]amino]-3-phenylpropanoic acid O1C(=CC=C1)/C=C/C(=O)N[C@H](C(=O)O)CC1=CC=CC=C1